C1(OC(C2=C1COC2)=O)=O 4,6-dihydro-1H,3H-furo[3,4-c]furan-1,3-dione